3-iodo-4-methoxy-1-tetrahydropyran-2-yl-indazol-5-ol IC1=NN(C2=CC=C(C(=C12)OC)O)C1OCCCC1